(S)-5-amino-4,4-difluorocyclohex-1-ene-1-carboxylic acid hydrochloride Cl.N[C@@H]1C(CC=C(C1)C(=O)O)(F)F